C(C1=CC(C(=O)NCCCN(CCCCCCCCC(=O)OC\C=C/CCCCCC)CCCCCCCCC(=O)OC\C=C/CCCCCC)=CC=C1)(=O)NCCCN(CCCCCCCCC(=O)OC\C=C/CCCCCC)CCCCCCCCC(=O)OC\C=C/CCCCCC tetra((Z)-non-2-en-1-yl) 9,9',9'',9'''-(((isophthaloylbis(azanediyl))bis(propane-3,1-diyl))bis(azanetriyl))tetranonanoate